tert-butyl 3-hydroxy-2-methyl-azetidine-1-carboxylate OC1C(N(C1)C(=O)OC(C)(C)C)C